(R)-5-bromo-N-(1-(3-(difluoromethyl)-2-fluorophenyl)ethyl)-2-fluoronicotinamide BrC=1C=NC(=C(C(=O)N[C@H](C)C2=C(C(=CC=C2)C(F)F)F)C1)F